ClC1=C(C(=CC=C1)Cl)C=1N=C2C=3C=C(C=NC3C=CN2C1C(=O)N)C=1C=NN(C1)CCN(C)C 2-(2,6-Dichlorophenyl)-9-(1-(2-(dimethylamino)ethyl)-1H-pyrazol-4-yl)imidazo[2,1-f][1,6]naphthyridine-3-carboxamide